BrC1=CC(=CC2=C1SC=C2)C(C)(C)C 7-bromo-5-(tert-butyl)benzo[b]thiophene